[O-]S(=O)(=O)C(F)(F)F.OC1=CC=C(C=C1)[S+](C1=CC=C(C=C1)O)C1=CC=C(C=C1)O tris(4-hydroxyphenyl)sulfonium triflate